2'-chloro-N-[5-(5-chloro-1-methyl-1H-pyrazole-3-carbonyl)-4H,5H,6H-pyrrolo[3,4-d][1,3]thiazol-2-yl]-5'-methoxy-6-methyl-[4,4'-bipyridine]-3-carboxamide ClC1=NC=C(C(=C1)C1=C(C=NC(=C1)C)C(=O)NC=1SC2=C(N1)CN(C2)C(=O)C2=NN(C(=C2)Cl)C)OC